6-amino-N-ethyl-2-[S(S)-ethylsulphonimidoyl]-N-methyl-8-oxo-9-(p-tolylmethyl)purine-7-carboxamide NC1=C2N(C(N(C2=NC(=N1)[S@](=O)(=N)CC)CC1=CC=C(C=C1)C)=O)C(=O)N(C)CC